R and S-2-octanol C[C@H](CCCCCC)O |r|